NC1=C(N=CC(=N1)N1CCC2(CC1)C(CC1=CC=CC=C12)N)SC1=C(C(=NC=C1)N)Cl 1'-(6-amino-5-((2-amino-3-chloro-pyridin-4-yl)thio)pyrazin-2-yl)-2,3-dihydrospiro[indene-1,4'-piperidin]-2-amine